COC1=C(C=CC=C1)C1=C(C=NC(=C1)C)C(=O)NC=1SC(=NN1)OCC1=NC=2CCNCC2C=C1 4-(2-methoxyphenyl)-6-methyl-N-(5-(5,6,7,8-tetrahydro-1,6-naphthyridin-2-ylmethoxy)-1,3,4-thiadiazol-2-yl)pyridine-3-carboxamide